CC=1C=C(C=C2C=CNC12)CNC(=O)C=1OC=C(N1)C1=NC(=NC=C1C)NC1=CC=NN1C N-((7-methyl-1H-indol-5-yl)methyl)-4-(5-methyl-2-((1-methyl-1H-pyrazol-5-yl)amino)pyrimidin-4-yl)oxazole-2-carboxamide